NC1(CC1)C(=O)N=[S@@](=O)(C)C=1C=C(C=CC1)NC(C1=C(N=C(C(=C1C)C#N)C(F)(F)F)N1CCC(CCC1)(F)F)=O (R)-N-(3-(N-(1-aminocyclopropane-1-carbonyl)-S-methylsulfonimidoyl)phenyl)-5-cyano-2-(4,4-difluoroazepan-1-yl)-4-methyl-6-(trifluoromethyl)nicotinamide